2-chloro-4-(2-methyl-2H-1,2,3-triazol-4-yl)-6-(3-(trifluoromethoxy)azetidin-1-yl)pyrimidine ClC1=NC(=CC(=N1)C1=NN(N=C1)C)N1CC(C1)OC(F)(F)F